ClC1=C(C(=CC=C1)Cl)N1C(C(C2=CC=CC=C12)=O)=O 1-(2,6-dichlorophenyl)indole-2,3-dione